C(C=C)NC(C1=C(C(=C(C(=C1)CC1=C(C(=NC=C1)NS(=O)(=O)NC)F)F)F)NC1=C(C=C(C=C1)C1CC1)F)=O N-allyl-2-((4-cyclopropyl-2-fluorophenyl)amino)-3,4-difluoro-5-((3-fluoro-2-((N-methylaminosulfonyl)amino)pyridin-4-yl)methyl)benzamide